6-(1-ethoxyvinyl)-N'-hydroxynicotinimidamide C(C)OC(=C)C1=NC=C(C(N)=NO)C=C1